3-chloro-1-methylpyridin-2(1H)-one ClC=1C(N(C=CC1)C)=O